N-[3-(1,1-difluoroethyl)phenyl]-3-methyl-5-oxo-1-(4-propoxyphenyl)-4H-pyrazole-4-carboxamide FC(C)(F)C=1C=C(C=CC1)NC(=O)C1C(=NN(C1=O)C1=CC=C(C=C1)OCCC)C